ClC=1C(=NC(=NC1)NC1CCN(CC1)CC=1C=C2C(N(C(C2=CC1F)=O)C1C(NC(CC1)=O)=O)=O)C=1C=NN(C1CC1CC1)C 5-((4-((5-chloro-4-(5-(cyclopropylmethyl)-1-methyl-1H-pyrazol-4-yl)pyrimidin-2-yl)amino)piperidin-1-yl)methyl)-2-(2,6-dioxopiperidin-3-yl)-6-fluoroisoindoline-1,3-dione